N(=[N+]=[N-])CCOCCOCCOCCOCCOCCNC(CC[C@H](NC(CCCCCCCCCCCCCCCCC(=O)OC(C)(C)C)=O)C(=O)OC(C)(C)C)=O (S)-tert-butyl 1-azido-22-(tert-butoxycarbonyl)-19,24-dioxo-3,6,9,12,15-pentaoxa-18,23-diazahentetracontan-41-oate